O1CCOC2=C1C=CC=C2C2=CC=C(C(=N2)OC)NC2=NC=C(C=C2)CN(C)C [6-(2,3-Dihydro-benzo[1,4]dioxin-5-yl)-2-methoxy-pyridin-3-yl]-(5-dimethylaminomethyl-pyridin-2-yl)-amine